ruthenium bismuth indium [In].[Bi].[Ru]